NC1(CC2CCC(C1)N2C2(CC=CC=C2)C)C(=O)O 3-amino-8-(1-methylphenyl)-8-azabicyclo[3.2.1]octane-3-carboxylic acid